2-thia-6-azaspiro[3.3]heptane-2,2-dioxide hydrochloride Cl.C1S(CC12CNC2)(=O)=O